N-(2-methoxyethyl)-2-phenyl-7-((tetrahydro-2H-pyran-4-yl)amino)-1H-indole-5-carboxamide COCCNC(=O)C=1C=C2C=C(NC2=C(C1)NC1CCOCC1)C1=CC=CC=C1